5-(2,1,3-Benzothiadiazole-5-sulfonyl)-N-[(3-methoxyphenyl)methyl]-1H,2H,3H,4H,5H,6H-pyrrolo[3,4-c]pyrrole-2-carboxamide N=1SN=C2C1C=CC(=C2)S(=O)(=O)N2CC1=C(C2)CN(C1)C(=O)NCC1=CC(=CC=C1)OC